(S)-2-(2,6-dichloro-3-(3-(4-chlorophenyl)azetidin-1-yl)benzamido)-3-(3-((R)-2,3-dihydro-1H-inden-1-yl)ureido)propanoic acid ClC1=C(C(=O)N[C@H](C(=O)O)CNC(=O)N[C@@H]2CCC3=CC=CC=C23)C(=CC=C1N1CC(C1)C1=CC=C(C=C1)Cl)Cl